4-(bis(2-hydroxydodecyl)amino)thiobutane OC(CN(SCCCC)CC(CCCCCCCCCC)O)CCCCCCCCCC